C[C@@](N)(CCCC)C(=O)O α-methyl-D-norleucine